N1N=CC=C1NC1=NC(=NC(=C1)C)C1CCC2(C(N(CC(N2CCCC)=O)[C@@H](C)C=2C=NC(=CC2)N2N=CC(=C2)F)=O)CC1 (S)-9-(4-((1H-pyrazol-5-yl)amino)-6-methylpyrimidin-2-yl)-1-butyl-4-(1-(6-(4-fluoro-1H-pyrazol-1-yl)pyridin-3-yl)ethyl)-1,4-diazaspiro[5.5]undecane-2,5-dione